C(\C=C/CCCC(=O)O)C(=O)O cis-2-hexene-1,6-dicarboxylic acid